FC1=C(C2=C(C=C(C=C2C=C1)OCOC)I)C#CCCC=O 5-(2-Fluoro-8-iodo-6-(methoxymethoxy)naphthalen-1-yl)pent-4-ynal